N-[(2S)-2-[5-ethoxy-2-methyl-4-(1-tetrahydropyran-2-yl-3-vinyl-pyrazolo[3,4-c]pyridin-5-yl)pyrazol-3-yl]oxypropyl]-2,2,2-trifluoro-N-methyl-acetamide C(C)OC=1C(=C(N(N1)C)O[C@H](CN(C(C(F)(F)F)=O)C)C)C=1C=C2C(=CN1)N(N=C2C=C)C2OCCCC2